3,5-di(trifluoromethyl)styrene FC(C=1C=C(C=C)C=C(C1)C(F)(F)F)(F)F